8-(3-((cyclopropylmethyl)amino)phenyl)-5-methylpyridino[2,3-d]pyrimidin C1(CC1)CNC=1C=C(C=CC1)N1CC=C(C2=C1N=CN=C2)C